(N-[4-amino-5-(3-cyclopentylisoxazole-5-carbonyl)thiazol-2-yl]-4-fluoro-anilino)propanamide NC=1N=C(SC1C(=O)C1=CC(=NO1)C1CCCC1)N(C1=CC=C(C=C1)F)C(C(=O)N)C